C(CCCCCCCCC(=O)O)(=O)O.N1C=NCC1 imidazoline sebacic acid salt